BrCC=1C=C(OC1)S(=O)(NC(NC1=C2CCCC2=CC=2CCCC12)=O)=N 4-(bromomethyl)-N-((1,2,3,5,6,7-hexahydro-s-indacen-4-yl)carbamoyl)furan-2-sulfonimidamide